5-Bromo-6-fluoro-3-isopropyl-1H-pyrrolo[3,2-b]pyridine BrC1=C(C=C2C(=N1)C(=CN2)C(C)C)F